C(C1=CC=CC=C1)OC(N[C@@H]1CC=2C(=NC(=CC2)Cl)OC1)=O (R)-(7-chloro-3,4-dihydro-2H-pyrano[2,3-b]pyridin-3-yl)carbamic acid benzyl ester